CC=1C=CC(=C(C1)O)C(C)C 5-methyl-2-(prop-2-yl)phenol